N-(4-methoxyphenyl)-4-(3-phenylisooxazolidin-2-yl)-5-(trifluoromethyl)pyrimidin-2-amine COC1=CC=C(C=C1)NC1=NC=C(C(=N1)N1OCCC1C1=CC=CC=C1)C(F)(F)F